methyl (R)-5-(2-fluoro-4-(3-oxo-5-phenyl-5,6-dihydrooxazolo[2,3-c][1,2,4]triazol-2(3H)-yl)phenoxy)-4-methylthiazole-2-carboxylate FC1=C(OC2=C(N=C(S2)C(=O)OC)C)C=CC(=C1)N1N=C2N(C1=O)[C@@H](CO2)C2=CC=CC=C2